S1NCC=CC2=C1OC=N2 Dihydrooxazolothiazepine